FC1=C(OC2=C(C=C(C=C2)NS(=O)(=O)CC(F)(F)F)C2=CC(=NC(=C2)C)C)C=CC(=C1)F N-(4-(2,4-difluorophenoxy)-3-(2,6-dimethylpyridin-4-yl)phenyl)-2,2,2-trifluoroethane-1-sulfonamide